2-methyl-7-(pyrrolidin-1-yl)pyrido[2,3-d]pyrimidine-6-carbonitrile CC=1N=CC2=C(N1)N=C(C(=C2)C#N)N2CCCC2